OC[C@@H]1CN(CCO1)C1=C(C=C(N=N1)C1=C(C=C(C=C1C)C)O)C 2-[6-[(2S)-2-(hydroxymethyl)morpholin-4-yl]-5-methyl-pyridazin-3-yl]-3,5-dimethyl-phenol